(S)-N-(4-(N-(1-cyclohexylethyl)sulfamoyl)naphthalen-1-yl)-2-methylbenzamide C1(CCCCC1)[C@H](C)NS(=O)(=O)C1=CC=C(C2=CC=CC=C12)NC(C1=C(C=CC=C1)C)=O